glycidyl-cyclohexanedimethanol C(C1CO1)C1C(CCCC1)(CO)CO